(2R)-2'-chloro-2-methyl-5a',6',7',8',9',9a'-hexahydrospiro[piperidine-4,4'-thieno[2,3-c]chromene]-1-carboxylic acid tert-butyl ester C(C)(C)(C)OC(=O)N1[C@@H](CC2(OC3CCCCC3C3=C2SC(=C3)Cl)CC1)C